(1aRS,7bSR)-5-{2-[2-((S)-1-ethylpyrrolidin-3-yl)ethylamino]-benzenesulfonyl-amino}-1,1a,2,7b-tetrahydrocyclopropa-[c]benzopyran-4-carboxylic acid C(C)N1C[C@H](CC1)CCNC1=C(C=CC=C1)S(=O)(=O)NC1=C(C2=C([C@@H]3[C@H](CO2)C3)C=C1)C(=O)O |&1:24,25|